ClC1=C(OCC(CS(=O)(=O)CC)O)C(=CC(=C1)S(=O)(=O)C1=CC=C(C=C1)OCCCCl)Cl.[Rh+2] rhodium (ii) 1-(2,6-dichloro-4-((4-(3-chloropropoxy)phenyl)sulfonyl)phenoxy)-3-(ethylsulfonyl)propan-2-ol